N-(2-(4-(dimethylamino)-[1,4'-bipiperidine]-1'-yl)-4-methoxy-5-((6-((R)-3-phenylisoxazolidine-2-yl)pyrimidine-4-yl)amino)phenyl)acrylamide CN(C1CCN(CC1)C1CCN(CC1)C1=C(C=C(C(=C1)OC)NC1=NC=NC(=C1)N1OCC[C@@H]1C1=CC=CC=C1)NC(C=C)=O)C